6-methyl-4-(4,4,5,5-tetramethyl-1,3,2-dioxaborolan-2-yl)-1-((2-(trimethylsilyl)ethoxy)methyl)-1,6-dihydro-7H-pyrrolo[2,3-c]pyridin-7-one CN1C(C2=C(C(=C1)B1OC(C(O1)(C)C)(C)C)C=CN2COCC[Si](C)(C)C)=O